(2S,4aS,9aR)-7-bromo-2-methyl-4,4a,9,9a-tetrahydroindeno[2,1-b][1,4]oxazin-3(2H)-one BrC1=CC=2C[C@H]3O[C@H](C(N[C@H]3C2C=C1)=O)C